3,5,7,4'-tetrahydroxy-3'-methoxy-6-isopentenyl-flavone OC1=C(OC2=CC(=C(C(=C2C1=O)O)CCC(=C)C)O)C1=CC(=C(C=C1)O)OC